C(=O)(O)CCO β-carboxyethyl alcohol